2-hydroxybenzaldehyde oxime OC1=C(C=NO)C=CC=C1